3-(N,N-bis(trimethylsilyl))aminopropylmethyldiethoxysilane C[Si](N([Si](C)(C)C)CCC[Si](OCC)(OCC)C)(C)C